BrC1=NC(=C(C=C1Br)I)OC 2,3-dibromo-5-iodo-6-methoxypyridine